C(CCCCCCC\C=C/CCCCCCCC)C(C(=O)O)(CC(=O)O)S(=O)(=O)O Oleyl-sulfosuccinic acid